tert-butyl N-((3-chloro-2,4,5,6-tetrafluorophenyl)sulfonyl)-N-((4-(trifluoromethyl)pyridin-3-yl)methyl)glycinate ClC=1C(=C(C(=C(C1F)F)F)S(=O)(=O)N(CC(=O)OC(C)(C)C)CC=1C=NC=CC1C(F)(F)F)F